C(C)(C)C1=CC=C(C=N1)C=O 6-isopropylpyridine-3-carbaldehyde